i-octadecene C=CCCCCCCCCCCCCCC(C)C